4-[3-[(4-chloro-1-tetrahydropyran-2-yl-indazol-5-yl)amino]-4-methyl-pyrazol-1-yl]-2-methoxy-N-pyrimidin-4-yl-benzamide ClC1=C2C=NN(C2=CC=C1NC1=NN(C=C1C)C1=CC(=C(C(=O)NC2=NC=NC=C2)C=C1)OC)C1OCCCC1